C(C)OC(=O)C1CC=2C=3C(=NCC4=NN=C(N4C3SC2C1)C)C1=C(C=CC=C1F)Cl 9-(2-chloro-6-fluoro-phenyl)-3-methyl-16-thia-2,4,5,8-tetraazatetracyclo[8.6.0.02,6.011,15]hexadeca-1(10),3,5,8,11(15)-penta-ene-13-carboxylic acid ethyl ester